COC1=CC=C(CNC(=O)NC2CC3(C2)CC(C3)C(=O)N3C(CC3)C3=CC=CC=C3)C=C1 1-(4-methoxybenzyl)-3-(6-(2-phenylazetidine-1-carbonyl)spiro[3.3]heptan-2-yl)urea